OC1=CC=CC(=N1)C(=O)NC1=C(C=CC=C1)C(F)(F)F 6-hydroxy-N-(2-(trifluoromethyl)phenyl)picolinamide